5-amino-3-bromo-2-fluoro-4-(isopropylamino)benzoic acid methyl ester COC(C1=C(C(=C(C(=C1)N)NC(C)C)Br)F)=O